ClC1=C(C#N)C=CC(=C1)N1C(N(C(C1=O)(C)C)C1=CC=C(C=C1)C1=CC=C(C=C1)O)=S 2-chloro-4-(3-(4'-hydroxybiphenyl-4-yl)-4,4-dimethyl-5-oxo-2-thioxoimidazolidin-1-yl)benzonitrile